NC1=NC=C2N(C(N(C2=N1)[C@@H]1O[C@@H](C[C@H]1O)CO)=O)CC1=CC=C(C=C1)C(F)(F)F 2-Amino-9-((2R,3R,5S)-3-hydroxy-5-(hydroxymethyl)tetrahydrofuran-2-yl)-7-(4-(trifluoromethyl)benzyl)-7,9-dihydro-8H-purin-8-on